N[C@@H]1C2=CC=CC=C2CC12CCN(CC2)C=2NC(C1=C(N2)NN=C1C1(CC1)C1=CC(=CC=C1)Cl)=O (S)-6-(1-amino-1,3-dihydrospiro[indene-2,4'-piperidin]-1'-yl)-3-(1-(3-chlorophenyl)cyclopropyl)-1,5-dihydro-4H-pyrazolo[3,4-d]pyrimidin-4-one